C(C1=CC=CC=C1)(=O)OC=1C=C2C(=C(N(C2=CC1)CC1=CC=C(C=C1)CCNC1CCC1)C1=C(C=CC=C1)C)F 1-(4-(2-(cyclobutylamino) ethyl) benzyl)-3-fluoro-2-(o-tolyl)-1H-indol-5-yl benzoate